FC1(CCN(CC1)C1=NC2=CC(=C(C=C2C(=N1)NC1=CN=C(O1)C)OC)C#CCN1CCCC1)F N-(2-(4,4-difluoropiperidin-1-yl)-6-methoxy-7-(3-(pyrrolidin-1-yl)prop-1-yn-1-yl)quinazolin-4-yl)-2-methyloxazol-5-amine